P(O)(=O)(OP(=O)(O)OP(=O)(O)O)OC[C@@H]1[C@H]([C@H]([C@@H](O1)N1C(=O)NC(=O)C(=C1)Br)O)O 5-bromo-uridine-5'-triphosphate